CC1=C2N(C(N=C1)=O)CN=N2 8-methyl-[1,2,4]triazolo[4,3-c]pyrimidin-5-one